3-cyclopropyl-5-(3-fluorobenzoyl)-8-fluoro-N-[6-(4-isopropyl-4H-1,2,4-triazol-3-yl)pyridin-2-yl]-5,6-dihydro-4H-benzo[f]imidazo[1,5-a][1,4]diazepine-9-carboxamide C1(CC1)C=1N=CN2C1CN(CC1=C2C=C(C(=C1)F)C(=O)NC1=NC(=CC=C1)C1=NN=CN1C(C)C)C(C1=CC(=CC=C1)F)=O